bis[2,4,6-Tris((dimethylamino)methyl)phenoxy]-calcium CN(C)CC1=C(O[Ca]OC2=C(C=C(C=C2CN(C)C)CN(C)C)CN(C)C)C(=CC(=C1)CN(C)C)CN(C)C